CNC(=S)C1=NC=CC(=C1)C(F)(F)F N-methyl-4-(trifluoromethyl)pyridine-2-thiocarboamide